CN1CCC(=CC1)C=1C=C2C(=CN=NC2=CC1)N 6-(1-methyl-1,2,3,6-tetrahydropyridin-4-yl)cinnolin-4-amine